C(#N)C=1N(C2=CC=CC=C2C1)CCNC1=CC(=NC=N1)C1=CC(=CS1)OCC 5-{6-[2-(2-Cyano-indol-1-yl)-ethylamino]-pyrimidin-4-yl}-3-ethoxy-thiophene